N-(7-(4-(1,1-difluoroethyl)phenyl)-2,3-dihydrobenzofuran-5-yl)acetamide FC(C)(F)C1=CC=C(C=C1)C1=CC(=CC=2CCOC21)NC(C)=O